S1C(=NC2=C1C=CC=C2)NC(=O)C=2C=CC=C1CCN(CC21)C2=CC=C(C(=N2)C(=O)OC(C)(C)C)C=2C(=C(OCCCCCCC(=O)O)C=CC2)C 7-[3-[6-[8-(1,3-benzothiazol-2-ylcarbamoyl)-3,4-dihydro-1H-isoquinolin-2-yl]-2-tert-butoxycarbonyl-3-pyridyl]-2-methyl-phenoxy]heptanoic acid